C(C)(C)(C)OC(=O)N1CCC(CC1)NC=1C=2N(N=C(C1)C)C(=CN2)C(C)C 4-((3-isopropyl-6-methylimidazo[1,2-b]pyridazin-8-yl)amino)piperidine-1-carboxylic acid tert-butyl ester